4-Phenyl-2-butanon C1(=CC=CC=C1)CCC(C)=O